S(=O)(=O)([O-])[O-].[Co+2] Cobalt(II) sulfat